CCCCCCCC(=O)O n-CAPRYLIC ACID